ruthenium bis(triphenylphosphine) C1(=CC=CC=C1)P(C1=CC=CC=C1)C1=CC=CC=C1.C1(=CC=CC=C1)P(C1=CC=CC=C1)C1=CC=CC=C1.[Ru]